C(C)(C)(C)N(C(O)=O)C1CCN(CC1)C1=NC=C(C=C1)O.NC=1N=C(SC1C(=O)C=1C=NC(=CC1)C(F)(F)F)N(C1=CC(=C(C=C1)F)F)[C@@H](C(=O)N)C (R)-2-(N-[4-amino-5-[6-(trifluoromethyl)pyridine-3-carbonyl]thiazol-2-yl]-3,4-difluoro-anilino)propanamide tert-Butyl-(1-(5-hydroxypyridin-2-yl)piperidin-4-yl)carbamate